(5-chloro-2-(4-hydroxyphenyl)thiophen-3-yl)methylcyclopentyl(methyl)carbamate ClC1=CC(=C(S1)C1=CC=C(C=C1)O)COC(N(C)C1CCCC1)=O